2-(((3-(2-carboxyethyl)-5-chloro-2-oxo-2,3-dihydrobenzo[d]oxazol-6-yl)oxy)methyl)pyridine 1-oxide C(=O)(O)CCN1C(OC2=C1C=C(C(=C2)OCC2=[N+](C=CC=C2)[O-])Cl)=O